C1(=CC(=CC=C1)C1=NC(=NC(=N1)C=1C=C(C=CC1)C1=CC=CC=C1)Cl)C1=CC=CC=C1 2,4-bis(biphenyl-3-yl)-6-chloro-1,3,5-triazine